CN1C(N(C2=CC(=CC=C2C1C)C(=O)NCC1=C(C=C(C=C1F)F)F)CC1=NOC(=C1)C)=O 3,4-dimethyl-1-((5-methylisoxazol-3-yl)methyl)-2-oxo-N-(2,4,6-trifluorobenzyl)-1,2,3,4-tetrahydro-quinazoline-7-carboxamide